3β-arachidamido-7α,12α-dihydroxy-5β-cholan-24-oic acid C(CCCCCCCCCCCCCCCCCCC)(=O)N[C@@H]1C[C@H]2C[C@H]([C@H]3[C@@H]4CC[C@H]([C@@H](CCC(=O)O)C)[C@]4([C@H](C[C@@H]3[C@]2(CC1)C)O)C)O